C1(C=2C(C(N1CCCCCC(=O)OO)=O)=CC=CC2)=O 6-(phthalimido)peroxycaproic acid